FC1(CCN(CC1)C1=NC(=NC(=C1)C)NC(C1=C(C=C(C(=O)N)C=C1)N1CCC2(CC2)CC1)=O)F N1-(4-(4,4-difluoropiperidin-1-yl)-6-methylpyrimidin-2-yl)-2-(6-azaspiro[2.5]octan-6-yl)terephthalamide